BrC1=CC=C(C=C1)/C=C/C(=O)OCC ethyl (E)-3-(4-bromophenyl)acrylate